4-((8-((3-methyl-4-((1-methyl-1H-benzo[d]imidazol-5-yl)oxy)phenyl)amino)pyrimido[5,4-d]pyrimidin-2-yl)imino)-1,4λ6-oxathiane 4-oxide CC=1C=C(C=CC1OC1=CC2=C(N(C=N2)C)C=C1)NC1=NC=NC2=C1N=C(N=C2)N=S2(CCOCC2)=O